methyl 5,7-dioxooctanoate O=C(CCCC(=O)OC)CC(C)=O